O=C1N(C[C@@H](N1)C(=O)O)C=1C=NC(=CC1)C(F)(F)F (R)-2-oxo-1-(6-(trifluoromethyl)pyridin-3-yl)imidazolidine-4-carboxylic acid